N1CC(C1)NC1=CC(=C(C(=C1)F)C1N(C(CC=2C3=CC(=CC=C3NC12)F)C)CC(CO[Si](C1=CC=CC=C1)(C1=CC=CC=C1)C(C)(C)C)(F)F)F azetidin-3-yl-(4-{2-[3-(tert-butyl-diphenyl-silyloxy)-2,2-difluoro-propyl]-6-fluoro-3-methyl-2,3,4,9-tetrahydro-1H-beta-carbolin-1-yl}-3,5-difluoro-phenyl)-amine